C(C1CO1)C1=C(C=CC=C1C)C (2,3-epoxypropyl)-m-xylene